2,7-dichloro-8-fluoro-4-(5-fluoro-3,6-dihydro-2H-pyridin-1-yl)pyrido[4,3-d]-pyrimidine ClC=1N=C(C2=C(N1)C(=C(N=C2)Cl)F)N2CCC=C(C2)F